C1(CCCCC1)C(C(=O)OCCCC)(C(C(=O)OCCCC)C1CCCCC1)C#N di-n-butyl 2,3-dicyclohexyl-2-cyanosuccinate